tert-Butyl (3R)-3-{[({[(2S,5R)-6-benzyloxy-7-oxo-1,6-diazabicyclo[3.2.1]oct-2-yl]carbonyl}amino)oxy]methyl}piperidine-1-carboxylate C(C1=CC=CC=C1)ON1[C@@H]2CC[C@H](N(C1=O)C2)C(=O)NOC[C@H]2CN(CCC2)C(=O)OC(C)(C)C